[Si](C)(C)(C(C)(C)C)OCCC(CCOC=1C=C2CN(C(C2=CC1F)=O)C1C(N(C(CC1)=O)COCC[Si](C)(C)C)=O)(F)F 3-(5-((5-((tert-butyldimethylsilyl)oxy)-3,3-difluoropentyl)oxy)-6-fluoro-1-oxoisoindolin-2-yl)-1-((2-(trimethylsilyl)ethoxy)methyl)piperidine-2,6-dione